CNC=1C2=C(NC(N1)=O)N=C(S2)SC 7-(methylamino)-2-(methylsulfanyl)-4H-[1,3]thiazolo[4,5-d]pyrimidin-5-one